(1-formylpiperazin-4-yl)-benzylidene-2-indolone C(=O)N1CCN(CC1)C1=C2C(C(NC2=CC=C1)=O)=CC1=CC=CC=C1